chromium silicon carbon nickel phosphorus [P].[Ni].[C].[Si].[Cr]